3-(4-cyanophenyl)-N-((2S)-2,5-diamino-3-hydroxypentyl)-1H-indole-2-carboxamide hydrogen chloride salt Cl.C(#N)C1=CC=C(C=C1)C1=C(NC2=CC=CC=C12)C(=O)NC[C@@H](C(CCN)O)N